6-bromo-3-methoxy-1,3-dimethyl-2-oxoindoline-5-carboxylic acid BrC1=C(C=C2C(C(N(C2=C1)C)=O)(C)OC)C(=O)O